3-(5-Chloro-2-{[(3S)-3-(morpholin-4-ylmethyl)-3,4-dihydroisoquinolin-2(1H)-yl]carbonyl}phenyl)-N-(4-chlorophenyl)-5,6,7,8-tetrahydroindolizine-1-carboxamide ClC=1C=CC(=C(C1)C1=CC(=C2CCCCN12)C(=O)NC1=CC=C(C=C1)Cl)C(=O)N1CC2=CC=CC=C2C[C@H]1CN1CCOCC1